The molecule is a pyrazole acaricide and a tert-butyl ester. It has a role as a mitochondrial NADH:ubiquinone reductase inhibitor. It derives from a hydride of a 1H-pyrazole. CC1=NN(C(=C1/C=N/OCC2=CC=C(C=C2)C(=O)OC(C)(C)C)OC3=CC=CC=C3)C